((R)-11,11-Difluoro-3-methyl-1,3,4,7,8,9,10,11-octahydro-2H-pyrido[4',3':3,4]pyrazolo-[1,5-a]azepin-8-yl)propan-2-ol FC1(C=2N(CC(CC1)CC(C)O)N=C1C2CN[C@@H](C1)C)F